C(C)(C)(C)OC(=O)N(C=1C2=CN(N=C2C(=C(C1)F)C(=O)OC)C)CC1CCN(CC1)C(=O)OC(C)(C)C methyl 4-[tert-butoxycarbonyl-[(1-tert-butoxycarbonyl-4-piperidyl)methyl]amino]-6-fluoro-2-methyl-indazole-7-carboxylate